O.OC1=C(C(=CC(=C1)O)OC)C(\C=C\C1=CC=C(C=C1)O)=O (2E)-1-(2,4-Dihydroxy-6-methoxyphenyl)-3-(4-hydroxyphenyl)prop-2-en-1-one, hydrate